cis-5-hydroxy-L-pipecolic acid hydroxide O[C@H]1CC[C@H](NC1)C(=O)O